1-(3-pyridyl)piperazine N1=CC(=CC=C1)N1CCNCC1